N-[4-[(3R,4R)-3-amino-4-fluoropiperidin-1-yl]pyridin-3-yl]-2-(2,6-difluorophenyl)-1,3-thiazole-4-carboxamide N[C@@H]1CN(CC[C@H]1F)C1=C(C=NC=C1)NC(=O)C=1N=C(SC1)C1=C(C=CC=C1F)F